2-(5-bromonaphthalen-2-yl)benzothiazole SODIUM [Na].BrC1=C2C=CC(=CC2=CC=C1)C=1SC2=C(N1)C=CC=C2